C(C)(C)(C)OC(=O)[C@H]1[C@@H](C1)COCC1=CC=CC=C1 (1R,2R)-2-((benzyloxy)methyl)cyclopropane-1-carboxylic acid tert-butyl ester